C(=O)C1CC(C1)N1CCN(CC1)C(=O)OCC1=CC=CC=C1 benzyl 4-(3-formylcyclobutyl)piperazine-1-carboxylate